4-methoxymandelic acid 3,5-dimethoxyphenylpropanoate COC=1C=C(C=C(C1)OC)OC(CC)=O.COC1=CC=C(C(C(=O)O)O)C=C1